2-((3-Isopropyl-2-(2-methylpyridin-4-yl)-1H-indol-5-yl)oxy)-N-(2-(piperidin-3-yl)ethyl)acetamid C(C)(C)C1=C(NC2=CC=C(C=C12)OCC(=O)NCCC1CNCCC1)C1=CC(=NC=C1)C